N'-ethoxy-5-methylsulfonyl-6-[1-methyl-5-(trifluoromethyl)benzimidazol-2-yl]pyridine-2-carboxamide 5-bromo-3-((2,3-dichlorophenylimino)-methyl)-2-hydroxyphenyl-isobutyrate BrC=1C=C(C(=C(C1)OC(C(C)C)=O)O)C=NC1=C(C(=CC=C1)Cl)Cl.C(C)ON1C(N(C2=C1C=C(C=C2)C(F)(F)F)C)C2=C(C=CC(=N2)C(=O)N)S(=O)(=O)C